FC1(CN(CC1)C1=NC=CC(=C1NC(=O)C=1C=NC(=NC1)C(C)C)C1=NC(=CC=C1)OC)F N-[2-(3,3-difluoropyrrolidin-1-yl)-4-(6-meth-oxy-2-pyridyl)-3-pyridyl]-2-isopropyl-pyrimidine-5-carboxamide